C(C(=O)[C@H]([C@@H](C(=O)C(=O)[O-])O)O)O The molecule is conjugate base of 2,5-didehydro-D-gluconic acid. It derives from a D-gluconate. It is a conjugate base of a 2,5-didehydro-D-gluconic acid.